BrC1=CC=C(S1)S(=O)(=O)C=1C(=C(C(=O)N)C(=CC1C1(CCCC1)C#N)OC)Cl ((5-bromothiophen-2-yl)sulfonyl)-2-chloro-4-(1-cyanocyclopentyl)-6-methoxybenzamide